2-chloro-8-methyl-8-(trifluoromethyl)-7,8-dihydro-6H-cyclopenta[e]pyrazolo[1,5-a]pyrimidine-6-carboxylic acid ClC1=NN2C(N=CC3=C2C(CC3C(=O)O)(C(F)(F)F)C)=C1